ClC=1C(=NC(=NC1)NC1=CC(=CC(=C1)CN1C[C@H](N[C@H](C1)C)C)C1CC1)C1=CNC2=CC(=CC=C12)Cl 5-chloro-4-(6-chloro-1H-indole-3-yl)-N-(3-cyclopropyl-5-(((3R,5S)-3,5-dimethylpiperazine-1-yl)methyl)phenyl)pyrimidine-2-amine